N-[4-(6,7-dimethoxyquinolin-4-yl)oxy-3-fluorophenyl]-5-(4-fluorophenyl)-4-hydroxy-6-methylpyridine-3-carboxamide COC=1C=C2C(=CC=NC2=CC1OC)OC1=C(C=C(C=C1)NC(=O)C=1C=NC(=C(C1O)C1=CC=C(C=C1)F)C)F